4-(3-Chloroanilino)-2'-{(2R)-2-methyl-3-[(pyridin-4-yl)amino]propyl}-2',3'-dihydrospiro[cyclohexane-1,1'-indene]-4-carboxylic acid ClC=1C=C(NC2(CCC3(C(CC4=CC=CC=C34)C[C@H](CNC3=CC=NC=C3)C)CC2)C(=O)O)C=CC1